(R)-1-benzylpiperidin-3-amine C(C1=CC=CC=C1)N1C[C@@H](CCC1)N